1-(2-fluorophenyl)-1-phenyl-2-propenol FC1=C(C=CC=C1)C(C=C)(O)C1=CC=CC=C1